7-Methylpentacosane CC(CCCCCC)CCCCCCCCCCCCCCCCCC